3-(6-Chloro-5-fluoropyridin-3-yl)-N-(4-methyl-3-(5-methylpyridazin-4-yl)-1H-pyrazol-5-yl)propanamide ClC1=C(C=C(C=N1)CCC(=O)NC1=C(C(=NN1)C1=CN=NC=C1C)C)F